dicyclohexyl[3,6-dimethoxy-2',4',6'-tri(propan-2-yl)[1,1'-biphenyl]-2-yl]phosphane C1(CCCCC1)P(C1=C(C(=CC=C1OC)OC)C1=C(C=C(C=C1C(C)C)C(C)C)C(C)C)C1CCCCC1